COC1=NC(=CC(=C1)N)C=1N=CN(C1)C 2-methoxy-6-(1-methyl-1H-imidazol-4-yl)pyridin-4-amine